3-fluoro-4-[methoxy[4-(trifluoromethoxy)phenyl]methyl]-5-(2H-1,2,3-triazol-2-yl)pyridine FC=1C=NC=C(C1C(C1=CC=C(C=C1)OC(F)(F)F)OC)N1N=CC=N1